C(C)(C)(C)OC(C=CC1=CC=C(C=C1)C1=CC(=C(C=C1)OCC(=O)O)C12CC3CC(CC(C1)C3)C2)=O 3-(3'-Adamantan-1-yl-4'-carboxymethoxy-biphenyl-4-yl)-acrylic acid tert-butyl ester